C1(=CC=CC=C1)C1=CC=C(C[C@H](N)C(=O)O)C=C1 L-4-phenylphenylalanine